(Z)-2-bromo-2-(1,3-dithian-2-yl)phenyl hex-3-enoate C(C\C=C/CC)(=O)OC1C(C=CC=C1)(C1SCCCS1)Br